4-[(5-bromopyridin-2-yl)oxy]Piperidine-1-carboxylic acid tert-butyl ester C(C)(C)(C)OC(=O)N1CCC(CC1)OC1=NC=C(C=C1)Br